S1C2=C(C=C1)C=C(C=C2)N2C(NC(CC2)=O)=O 1-(Benzo[b]thiophen-5-yl)dihydropyrimidine-2,4(1H,3H)-dione